(5-oxopyrrolidin-3-yl)-[rac-(3R)-3-[4-(6-oxo-1H-pyridin-3-yl)phenyl]-3-[[rac-(6S)-6-tert-butyl-5,6,7,8-tetrahydrothieno[2,3-b]quinoline-2-carbonyl]amino]propyl]ammonium O=C1CC(CN1)[NH2+]CC[C@@H](NC(=O)C1=CC=2C(=NC=3CC[C@@H](CC3C2)C(C)(C)C)S1)C1=CC=C(C=C1)C1=CNC(C=C1)=O |r|